6-tert-Butyl-N-[(6-methoxy-2-pyridyl)sulfonyl]-2-(p-tolyl)pyridin-3-carboxamid C(C)(C)(C)C1=CC=C(C(=N1)C1=CC=C(C=C1)C)C(=O)NS(=O)(=O)C1=NC(=CC=C1)OC